(S)-9-(2-Chloro-pyridin-4-yl)-3-fluoro-2-((R)-3-methyl-morpholin-4-yl)-8-trifluoromethyl-6,7,8,9-tetrahydro-pyrimido[1,2-a]-pyrimidin-4-one ClC1=NC=CC(=C1)N1[C@@H](CCN2C1=NC(=C(C2=O)F)N2[C@@H](COCC2)C)C(F)(F)F